C(C)(C)(C)OC(=O)C1=NC=CC=C1B1OC(C(O1)(C)C)(C)C.S1C(=CC=C1)C=CC(=O)N1C(OCC1)=O 3-(3-(thiophen-2-yl)acryloyl)oxazolidin-2-one tert-butyl-3-(4,4,5,5-tetramethyl-1,3,2-dioxaborolan-2-yl)pyridine-2-carboxylate